(S)-3-amino-9-Boc-1,2,3,4-tetrahydro-carbazole-3-carboxylic acid N[C@]1(CCC=2N(C3=CC=CC=C3C2C1)C(=O)OC(C)(C)C)C(=O)O